CN(C)CC1=C(C=C(C=C1)SSC1=CC(=C(C=C1)CN(C)C)O)O 2-[(dimethylamino)methyl]-5-[[4-[(dimethylamino)methyl]-3-hydroxy-phenyl]disulfanyl]phenol